3-[5-(1-ethyl-1H-pyrazol-4-yl)-2-thienyl]-5-(trifluoromethyl)-4,5-dihydro-1,2-oxazol-5-ol C(C)N1N=CC(=C1)C1=CC=C(S1)C1=NOC(C1)(O)C(F)(F)F